15-octadecadienoic acid CC/C=C/CCCCCCCCC/C=C/CCC(=O)O